N1N=CC(=C1)C1=CC=C(C=C1)N1C(N(C2(C1)CCN(CC2)C(C(C)(C)O)=O)CC2=CC(=CC(=C2)OC)F)=O 3-(4-(1H-pyrazol-4-yl)phenyl)-1-(3-fluoro-5-methoxybenzyl)-8-(2-hydroxy-2-methylpropanoyl)-1,3,8-triazaspiro[4.5]decan-2-one